2-(difluoromethoxy)-5-iodopyridine FC(OC1=NC=C(C=C1)I)F